COC(=O)C=1CCC=NC1 Pyridine-5(4H)-carboxylic acid methyl ester